2-[3-[1,3-Benzodioxol-5-yl(methyl)carbamoyl]phenyl]-4-chloro-5-methylpyrazol O1COC2=C1C=CC(=C2)N(C(=O)C=2C=C(C=CC2)N2N=C(C(=C2)Cl)C)C